ClC=1C=C2C=C(NC2=CC1)CNC(N([C@H]1CN(CCC1)C(=O)C1=NNN=C1C)C)=O (R)-3-((5-chloro-1H-indol-2-yl)methyl)-1-methyl-1-(1-(5-methyl-2H-1,2,3-triazole-4-carbonyl)piperidin-3-yl)urea